C1OCC12CN(C2)C2=CC=C(C=N2)C2=NN(C(C=C2)=O)CC(=O)NCC 2-(3-(6-(2-oxa-6-azaspiro[3.3]heptan-6-yl)pyridin-3-yl)-6-oxopyridazin-1(6H)-yl)-N-ethylacetamide